BrC=1C=CC2=CN(N=C2C1)C1CCC(CC1)CNC(C1=C(C(=C(C(=C1)F)OCC1=CC=C(C=C1)OC)F)F)=O N-{[(1r,4r)-4-(6-bromo-2H-indazol-2-yl)cyclohexyl]methyl}-2,3,5-trifluoro-4-[(4-methoxyphenyl)methoxy]benzamide